NC1=NC=2C=CC(=CC2C2=C1[C@@H](OC2)C)C(=O)N(CC2=NC=C(C=C2)C(F)(F)F)[C@@H]2[C@@H](C2)N (3S)-4-amino-N-((1S,2r)-2-aminocyclopropyl)-3-methyl-N-((5-(trifluoromethyl)-2-pyridinyl)methyl)-1,3-dihydrofuro[3,4-c]quinoline-8-carboxamide